2-((4-(1-cyclopropyl-4-oxido-1,4-azaphosphinan-4-yl)-2-methoxyphenyl)amino)-4-(isopropylamino)-7H-pyrrolo[2,3-d]pyrimidine-5-carbonitrile C1(CC1)N1CCP(CC1)(=O)C1=CC(=C(C=C1)NC=1N=C(C2=C(N1)NC=C2C#N)NC(C)C)OC